tert-butyl (R)-4-methyl-2-(methylamino)-6,7-dihydrothiazolo[5,4-c]pyridine-5(4H)-carboxylate C[C@H]1N(CCC2=C1SC(=N2)NC)C(=O)OC(C)(C)C